FC1=CC(=C(C=C1C=1C=NC(=NC1)N1C[C@H](O[C@H](C1)C)C)NC(=O)C1=CN(C(C=C1C(F)(F)F)=O)C)N1C[C@@H](N([C@@H](C1)C)C)C |r| N-[4-fluoro-5-[2-[rac-(2R,6S)-2,6-dimethylmorpholin-4-yl]pyrimidin-5-yl]-2-[rac-(3S,5R)-3,4,5-trimethylpiperazin-1-yl]phenyl]-1-methyl-6-oxo-4-(trifluoromethyl)pyridine-3-carboxamide